NC=1C(=NC=C(C1)S(=O)(=O)C1=CC=C(C=C1)F)C(=O)NC[C@H](C(F)(F)F)O 3-amino-5-[(4-fluorophenyl)sulfonyl]-N-[(2R)-3,3,3-trifluoro-2-hydroxypropyl]pyridine-2-carboxamide